C1(CC1)C1=NC=2CC[C@@H](CC2NC1=O)CN1CCN(CC1)C=1C=CC(=NC1)C(=O)NC (S)-5-(4-((2-cyclopropyl-3-oxo-3,4,5,6,7,8-hexahydroquinoxalin-6-yl)methyl)piperazin-1-yl)-N-methylpicolinamide